methylene(cyclopentadienyl)(tetramethyldodecahydrodibenzofluorenyl)zirconium dichloride [Cl-].[Cl-].C=[Zr+2](C1(C(C(CC2C3C(C4C=5C=CC=CC5CC4=C21)CCCC3)C)(C)C)C)C3C=CC=C3